ClC=1C=C(C=CC1)C#C\C=C/1\C(CN(CC1)C(=O)C1=NC(=CC=C1)C)(C)C {(4E)-4-[3-(3-chlorophenyl)prop-2-yn-1-ylidene]-3,3-dimethylpiperidin-1-yl}(6-methylpyridin-2-yl)methanone